Fluorobenzo[d]isoxazol FC1=NOC2=C1C=CC=C2